N,N-dimethylglycine methyl-(2R,3S,3aR,6aS)-3-(benzylamino)-2-((((1s,4S)-4-(3-fluorophenyl)-cyclohexyl)oxy)methyl)hexahydro-1H-furo[3,4-b]pyrrole-1-carboxylate C[C@@]1([C@H]([C@@H]2[C@H](N1C(=O)O)COC2)NCC2=CC=CC=C2)COC2CCC(CC2)C2=CC(=CC=C2)F.CN(CC(=O)O)C